N-(7-(3-phenoxypropyl)naphthalen-2-yl)piperazine-1-carboxamide hydrochloride Cl.O(C1=CC=CC=C1)CCCC1=CC=C2C=CC(=CC2=C1)NC(=O)N1CCNCC1